calcium sulfate, sodium salt [Na+].S(=O)(=O)([O-])[O-].[Ca+2]